1,4-dihydroquinolin N1C=CCC2=CC=CC=C12